(1s,2s)-2-(3-furyl)cyclopropane-1-carboxylic acid O1C=C(C=C1)[C@@H]1[C@H](C1)C(=O)O